ClC1=NC(=NC(=N1)C1=CC=C(C=C1)C1=CC=CC=C1)C1=CC=C(C=C1)C1=CC=CC=C1 2-chloro-4,6-bis(biphenyl-4-yl)-1,3,5-triazine